diisobutyl-2,3-diisobutylsuccinate C(C(C)C)OC(C(C(C(=O)OCC(C)C)CC(C)C)CC(C)C)=O